[C@H]12CN(C[C@H](CC1)N2)C2=NC(=NC1=C(C(=C(C=C21)Cl)C2=CC(=CC1=CC=CC=C21)O)F)OC[C@@]21CCCN1C[C@@H](C2)F 4-(4-((1R,5S)-3,8-diazabicyclo[3.2.1]octan-3-yl)-6-chloro-8-fluoro-2-(((2R,7aR)-2-fluorotetrahydro-1H-pyrrolizin-7a(5H)-yl)methoxy)quinazolin-7-yl)naphthalen-2-ol